ClC1=CC=C(C=C1)S(=O)(=O)C1(C(=NN(C1)C(=O)NCCNS(N)(=O)=O)C1=CC=C(C=C1)F)C1=CC=CC=C1 ((4-chlorophenyl)sulfonyl)-3-(4-fluorophenyl)-4-phenyl-N-(2-(sulfamoylamino)ethyl)-4,5-dihydro-1H-pyrazole-1-carboxamide